ClC1=C(C(=O)NC2=C3C=NN(C3=CC=C2)C=2C=NC(=CC2)OC)C=C(C=C1)CNC(COC)=O 2-chloro-5-{[(methoxyacetyl)amino]methyl}-N-[1-(6-methoxypyridin-3-yl)-1H-indazol-4-yl]benzamide